COC\C(=N/O)\C1=C(C=C(C=C1F)F)F 2-methoxy-(Z)-1-(2,4,6-trifluorophenyl)ethanone oxime